S1C(=NC=C1)NC(=O)C1=CC=C(/C=C/C(=O)C2=C(C(=O)O)C=CC=C2)C=C1 2-[4-[(2-Thiazolyl)carbamoyl]-trans-cinnamoyl]benzoic acid